2-(2-hydroxy-3-tert-octyl-5-α-isopropylphenylphenyl)-2H-benzotriazole OC1=C(C=C(C=C1C(C)(C)CC(C)(C)C)C(C)C)C1=C(C=CC=C1)N1N=C2C(=N1)C=CC=C2